3,5-difluoro-N-((5-methyl-1H-benzotriazol-4-yl)methyl)-4-(trifluoromethyl)-benzamide FC=1C=C(C(=O)NCC2=C(C=CC=3NN=NC32)C)C=C(C1C(F)(F)F)F